1-bromo-5-butoxy-2-(4-ethoxy-2,3-difluoro-phenyl)-3,4-difluoro-benzene BrC1=C(C(=C(C(=C1)OCCCC)F)F)C1=C(C(=C(C=C1)OCC)F)F